ethyl 5-bromo-4-fluoro-7-methoxypyrazolo[1,5-a]pyridine-3-carboxylate BrC1=C(C=2N(C(=C1)OC)N=CC2C(=O)OCC)F